C1(=CC=C(C=C1)C1=NC(=NC(=N1)C1=CC=CC=C1)N1C2=CC=CC=C2C2=CC=C3C(=C12)N(C=1C=CC=CC13)C=1C=C(C=CC1)C1=CC=CC=C1)C1=CC=CC=C1 11-[4-(biphenyl-4-yl)-6-phenyl-1,3,5-triazin-2-yl]-11,12-dihydro-12-(biphenyl-3-yl)-indolo[2,3-a]carbazole